(R)-N-(6-(4-(2,2-Difluoroethyl)piperazin-1-yl)-2-(hydroxymethyl)-2-methyl-2,3-dihydrobenzofuran-5-yl)-6-fluoropyrazolo[1,5-a]pyrimidine-3-carboxamide FC(CN1CCN(CC1)C1=CC2=C(C[C@](O2)(C)CO)C=C1NC(=O)C=1C=NN2C1N=CC(=C2)F)F